Br\C(=C\1/CN(C2=C(S1)C=CC=C2)S(=O)(=O)C2=CC=C(C)C=C2)\C2=CC(=CC(=C2)C)C (E)-2-(bromo(3,5-dimethylphenyl)methylene)-4-p-toluenesulfonyl-3,4-dihydro-2H-benzo[b][1,4]thiazine